ClCCCC1=NC(=NO1)C1=CC=C(C=C1)Cl 5-(3-chloropropyl)-3-(4-chlorophenyl)-1,2,4-oxadiazole